2-[[5-(5-Chloro-4-methyl-2-nitrophenyl)-2-furanyl]methylene]benzo[b]thiophen-3(2H)-one ClC=1C(=CC(=C(C1)C1=CC=C(O1)C=C1C(C2=C(S1)C=CC=C2)=O)[N+](=O)[O-])C